NC=1C=C(C#N)C=CC1NCCC1=CC=C(C=C1)O[Si](C1=CC=CC=C1)(C1=CC=CC=C1)C(C)(C)C 3-amino-4-(4-(t-butyldiphenylsiloxy)phenethylamino)benzonitrile